(trans)-2-(3,4-dihydroxyphenyl)-7-hydroxy-3-methoxychroman-4-one OC=1C=C(C=CC1O)[C@@H]1OC2=CC(=CC=C2C([C@H]1OC)=O)O